COC1=CC=C(CN(C#N)[C@@H]2C[C@H](CC2)NC(OC(C)(C)C)=O)C=C1 tert-butyl ((1S,3S)-3-(N-(4-methoxybenzyl)cyanamido)cyclopentyl)carbamate